Ethyl 2-[2-[[7-(5-methyl-1,2,4-oxadiazol-3-yl)-1-isoquinolyl]amino]ethyl]-1-oxo-3H-pyrrolo[3,4-c]pyridine-6-carboxylate CC1=NC(=NO1)C1=CC=C2C=CN=C(C2=C1)NCCN1CC=2C=NC(=CC2C1=O)C(=O)OCC